FC1(C(C(=C(C(=C1)F)F)F)F)C1=CC=CC=C1CCl 1,2,3,4,5-pentafluorophenyl-6-(chloromethyl)benzene